(6-(9H-carbazol-9-yl)pyrene-1-yl)diphenylphosphine oxide C1=CC=CC=2C3=CC=CC=C3N(C12)C1=C2C=CC3=CC=C(C4=CC=C(C=C1)C2=C43)P(C4=CC=CC=C4)(C4=CC=CC=C4)=O